4-((4-((6-(2,4-dioxotetrahydropyrimidin-1(2H)-yl)pyridazin-3-yl)methyl)piperazin-1-yl)methyl)-N-(4-methyl-3-((4-(pyridin-3-yl)pyrimidin-2-yl)amino)phenyl)benzamide O=C1N(CCC(N1)=O)C1=CC=C(N=N1)CN1CCN(CC1)CC1=CC=C(C(=O)NC2=CC(=C(C=C2)C)NC2=NC=CC(=N2)C=2C=NC=CC2)C=C1